C(CCCCC=CCC=CCC=CCC=CCC=CC)(=O)O 6,9,12,15,18-eicosapentaenoic acid